C(C)OC(C[C@@H](C=1C=C(C=C(C1F)Cl)C1=C(C=C(C=C1C)F)O)NC(=O)OC(C)(C)C)=O.ClCC(=O)N1CCCCC1 2-chloro-1-(piperidin-1-yl)ethan-1-one Ethyl-(S)-3-((tert-butoxycarbonyl)amino)-3-(5-chloro-4,4'-difluoro-2'-hydroxy-6'-methyl-[1,1'-biphenyl]-3-yl)propanoate